B(O)O.[NH4+] Ammonium Boronic Acid